4-((1-((2,4-Dimethylphenyl)sulfonyl)-3-(hydroxymethyl)azetidin-3-yl)methoxy)-2-fluorobenzonitrile CC1=C(C=CC(=C1)C)S(=O)(=O)N1CC(C1)(CO)COC1=CC(=C(C#N)C=C1)F